1-{[(2s,3r,4s)-4-fluoro-3-(1-hydroxyethyl)-5-oxopyrrolidin-2-yl]methoxy}-7-methoxyisoquinoline-6-carboxamide F[C@H]1[C@H]([C@H](NC1=O)COC1=NC=CC2=CC(=C(C=C12)OC)C(=O)N)C(C)O